4-[3-({[(5-chloro-1H-indol-2-yl)methyl]carbamoyl}(methyl)amino)piperidin-1-yl]-4-oxobutanamide ClC=1C=C2C=C(NC2=CC1)CNC(=O)N(C1CN(CCC1)C(CCC(=O)N)=O)C